tetracyclo[6.2.1.13,6.02,7]dodeca-9-ene-4,5-dicarboxylic acid C12C3C4C(C(C(C3C(C=C1)C2)C4)C(=O)O)C(=O)O